2-(((5-(dodecylamino)-5-oxopentanoyl)oxy)methyl)-2-(3-(piperidin-1-yl)propanamido)propane-1,3-diyl bis(5-(dodecylamino)-5-oxopentanoate) C(CCCCCCCCCCC)NC(CCCC(=O)OCC(COC(CCCC(=O)NCCCCCCCCCCCC)=O)(NC(CCN1CCCCC1)=O)COC(CCCC(=O)NCCCCCCCCCCCC)=O)=O